(carbazolyldimethylfluorenyl)amine C1(=CC=CC=2C3=CC=CC=C3NC12)C1=C(C(=C(C=2CC3=CC=CC=C3C12)N)C)C